[Br-].C(CC)[NH2+]N(C)C propyl-dimethylaminoammonium bromide